C(C)(C)(C)OC(=O)NC1(COCC1)C(=O)NC1(CC1)C1=CC=C(C(=O)OC)C=C1 Methyl 4-[1-[[3-(tert-butoxycarbonylamino)tetrahydrofuran-3-carbonyl]amino]cyclopropyl]benzoate